BrC(C(=O)N1CCC2=CC=C(C=C12)SC(F)(F)F)C1=CC=C(C=C1)Cl 2-bromo-2-(4-chlorophenyl)-1-(6-((trifluoromethyl)thio)indolin-1-yl)ethanone